tert-butyl N-[(3S)-3-(benzyloxycarbonylamino)-4-[tertbutyl(dimethyl)silyl]oxy-butyl]-N-[(2R)-3-(tertbutoxycarbonylamino)-2-hydroxy-propyl]carbamate C(C1=CC=CC=C1)OC(=O)N[C@@H](CCN(C(OC(C)(C)C)=O)C[C@@H](CNC(=O)OC(C)(C)C)O)CO[Si](C)(C)C(C)(C)C